tert-butyl N-[2-[[4-[(5-bromo-3-pyridyl) sulfonimidoyl]benzoyl]amino]-4-(4-fluorophenyl)phenyl]carbamate BrC=1C=C(C=NC1)S(=O)(=N)C1=CC=C(C(=O)NC2=C(C=CC(=C2)C2=CC=C(C=C2)F)NC(OC(C)(C)C)=O)C=C1